2-(trifluoromethyl)pyridin-3-boronic acid FC(C1=NC=CC=C1B(O)O)(F)F